2-(4-hydroxyphenylimino)-4-(4-fluorophenyl)thiazole OC1=CC=C(C=C1)N=C1SC=C(N1)C1=CC=C(C=C1)F